1,1'-((2-(4-(2-((2-(bis(2-hydroxy-dodecyl)amino)ethyl)(2-hydroxydodecyl)amino)ethyl)piperazin-1-yl)ethyl)azanediyl)bis(dodecan-2-ol) OC(CN(CCN(CCN1CCN(CC1)CCN(CC(CCCCCCCCCC)O)CC(CCCCCCCCCC)O)CC(CCCCCCCCCC)O)CC(CCCCCCCCCC)O)CCCCCCCCCC